BrC=1C=C(N=NC1)C(C)(C)C 5-Bromo-3-tert-butyl-pyridazin